COC1=C(CN(S(=O)(=O)C2=C(C=C(C=C2F)N2C[C@]([C@@H](CC2)O)(CCC2=CC(=CC=C2)C(F)(F)F)N(C)C)F)C2=NC=NC=C2)C=CC(=C1)OC cis-N-(2,4-Dimethoxybenzyl)-4-(3-(dimethylamino)-4-hydroxy-3-(3-(trifluoromethyl)-phenethyl)piperidin-1-yl)-2,6-difluoro-N-(pyrimidin-4-yl)benzenesulfonamide